CC(CN[C@@H](CC(=O)[O-])C(=O)[O-])(CN[C@@H](CC(=O)[O-])C(=O)[O-])C N,N'-(2,2-dimethylpropane-1,3-diyl)bisaspartate